4-(2-((4-amino-3-fluoro-2-methylnaphthalen-1-yl)oxy)pyridin-3-yl)azol NC1=C(C(=C(C2=CC=CC=C12)OC1=NC=CC=C1C=1C=CNC1)C)F